BrC=1C=C(N(CC2COC2)C2CCN(CC2)C(=O)OC(C)(C)C)C=CC1 tert-butyl 4-[3-bromo-N-(oxetan-3-ylmethyl)anilino]piperidine-1-carboxylate